ClC1=CC(=C(C=C1)C=1CCSC2=C(C1C1=CC=C(C=C1)O[C@@H]1CN(CC1)CCCF)C=CC(=C2)O)F 4-(4-chloro-2-fluoro-phenyl)-5-[4-[(3S)-1-(3-fluoropropyl)pyrrolidin-3-yl]oxyphenyl]-2,3-dihydro-1-benzothiepin-8-ol